C(#N)C=1C=C(C=CC1F)NC(=O)N1CC=2C(=NN3C2C2=C(CCC3)C=NO2)C[C@H]1C (10R)-N-(3-Cyano-4-fluorophenyl)-10-methyl-5,6,9,10-tetrahydro-4H-isoxazolo[5,4-c]pyrido[4',3':3,4]pyrazolo[1,5-a]azepine-11(12H)-carboxamide